4-(2,7-Diazabicyclo[3.3.1]nonan-7-yl)-7-chloro-8-fluoro-2-(((2R,7aS)-2-fluorotetrahydro-1H-pyrrolizin-7a(5H)-yl)methoxy)pyrido[4,3-d]pyrimidine C12NCCC(CN(C1)C=1C3=C(N=C(N1)OC[C@]14CCCN4C[C@@H](C1)F)C(=C(N=C3)Cl)F)C2